FC(C(=O)O)(F)F.N1N=CC(=C1)C1=CC(NC=N1)=O 6-(1H-pyrazol-4-yl)pyrimidin-4(3H)-one trifluoroacetate